BrC1=CC=C(C(=N1)C(=O)N1[C@H](CCC(C1)(F)F)CNC(OC)=O)C Methyl (R)-((1-(6-bromo-3-methylpyridine-2-carbonyl)-5,5-difluoropiperidin-2-yl)methyl)carbamate